5-[2-(4-ethoxyphenylamino)-1-hydroxyethyl]-1,3-oxazole-2(3H)-thione C(C)OC1=CC=C(C=C1)NCC(O)C1=CNC(O1)=S